C(C)C=1C=NC=C(C1)C#CC1=C(C=CC=C1)NS(=O)(=O)C=1C=CC(=C2C=CC=NC12)OC 3-Ethyl-5-[2-(5-methoxy-chinolin-8-sulfonylamino)-phenylethynyl]-pyridin